C1(CC1)C1=NN(C=N1)C1CC2(CN(C2)C(=O)N2CC(C2)C=2C=NC(=CC2)N2C[C@](CC2)(C(F)(F)F)O)C1 [6-(3-cyclopropyl-1,2,4-triazol-1-yl)-2-azaspiro[3.3]heptan-2-yl]-[3-[6-[(3R)-3-hydroxy-3-(trifluoromethyl)pyrrolidin-1-yl]-3-pyridyl]azetidin-1-yl]methanone